FC1(CN([C@@H]([C@@H](O1)C)CNC1=NC=C(C=C1F)C(F)(F)F)C(=O)OC(C)(C)C)F tert-Butyl (5R,6S)-2,2-difluoro-5-(((3-fluoro-5-(trifluoromethyl)pyridin-2-yl)amino)methyl)-6-methylmorpholine-4-carboxylate